4-oxo-2-((2-(trimethylsilyl)ethoxy)methyl)-4,5-dihydro-2H-pyrazolo[4,3-c]pyridine-7-carboxylic acid methyl ester COC(=O)C=1C=2C(C(NC1)=O)=CN(N2)COCC[Si](C)(C)C